Azetidinsulfonat N1(CCC1)S(=O)(=O)[O-]